4-methyl-8-(4,4,5,5-tetramethyl-1,3,2-dioxaborolan-2-yl)-3,4-dihydro-2H-benzo[b][1,4]oxazine CN1C2=C(OCC1)C(=CC=C2)B2OC(C(O2)(C)C)(C)C